C(C)(=O)O[C@@H]1CC2=CC[C@H]3[C@@H]4CC(=C([C@@]4(C)CC[C@@H]3[C@]2(CC1)C)N1C(=NC2=C1C=CC=C2)Cl)C=O 3β-Acetoxy-17-(2-chloro-1H-benzimidazol-1-yl)-16-formylandrosta-5,16-diene